C(C)N(C(=O)[C@]1(CN(C)[C@@H]2CC3=CNC4=CC=CC(C2=C1)=C34)C(=O)C3CC3)CC (cyclopropylmethanoyl)-lysergic acid diethylamide